(2R)-2-(6-{5-chloro-2-[(oxan-4-yl)amino]pyrimidin-4-yl}-1-oxo-2,3-dihydro-1H-isoindol-2-yl)-N-[(1S)-1-[3-fluoro-5-(4-methylpiperazin-1-yl)phenyl]-2-hydroxyethyl]propanamide ClC=1C(=NC(=NC1)NC1CCOCC1)C1=CC=C2CN(C(C2=C1)=O)[C@@H](C(=O)N[C@H](CO)C1=CC(=CC(=C1)N1CCN(CC1)C)F)C